C(C1=CC=CC=C1)N1N=CC(=C1)CCNC(=O)O[C@H]1[C@H](N(C[C@@H]1OC(=O)OC(C)(C)C)C(=O)OC(C)(C)C)CC1=CC=C(C=C1)OC tert-butyl (2R,3S,4S)-3-({[2-(1-benzylpyrazol-4-yl)ethyl] carbamoyl}oxy)-4-[(tert-butoxycarbonyl)oxy]-2-[(4-methoxyphenyl)methyl]pyrrolidine-1-carboxylate